16α-methyl-17β-(1-oxo-4-[4-[2,6-bis(1-pyrrolidinyl)-4-pyrimidinyl]-1-piperazinyl]butyl)-androsta-4,9(11)-dien-3-one C[C@H]1[C@@H]([C@]2(C)[C@@H](C1)[C@@H]1CCC3=CC(CC[C@]3(C)C1=CC2)=O)C(CCCN2CCN(CC2)C2=NC(=NC(=C2)N2CCCC2)N2CCCC2)=O